CC1(C(N(C2=CC(=CC=C12)C(=O)O)CC1=CSC(=C1)C(F)(F)F)=C=O)C 3,3-dimethyl-2-carbonyl-1-((5-(trifluoromethyl)thiophen-3-yl)methyl)indoline-6-carboxylic acid